N1C=NC2=C1C=CC(=C2)CN2C=C(C1=CC(=CC=C21)[N+](=O)[O-])C=2C(NC(C2C2=CC=C(C=C2)OC)=O)=O 3-(1-((1H-benzo[d]imidazol-5-yl)methyl)-5-nitro-1H-indol-3-yl)-4-(4-methoxyphenyl)-1H-pyrrole-2,5-dione